3-ethyl-2,5-pentanedione C(C)C(C(C)=O)CC=O